4-METHYL-6-(1H-PYRROL-1-YL)PYRIDIN-3-YLBORONIC ACID CC1=C(C=NC(=C1)N1C=CC=C1)B(O)O